CN(CCC[Si](OCC)(OCC)OCC)CCC[Si](OCC)(OCC)OCC N-methyl-bis(3-triethoxysilylpropyl)amine